4-methyl-5-nitro-2-(trifluoromethoxy)pyridine CC1=CC(=NC=C1[N+](=O)[O-])OC(F)(F)F